C(C)NC=1SC2=C(N1)C=CC(=C2)C(=O)O 2-(ethylamino)benzo[d]thiazole-6-carboxylic acid